[N+](=O)([O-])C=1C=C2N=CC=NC2=CC1 6-NITROQUINOXALINE